OCNC(C1=CN=CC=C1)=O N-(hydroxymethyl)nicotinamide